tert-Butyl 5-amino-4-(5-(5-benzamidopyridin-2-yl)-1-oxoisoindolin-2-yl)-5-oxopentanoate NC(C(CCC(=O)OC(C)(C)C)N1C(C2=CC=C(C=C2C1)C1=NC=C(C=C1)NC(C1=CC=CC=C1)=O)=O)=O